1-(4-bromo-2,5-difluorophenyl)-4-methylpiperazine BrC1=CC(=C(C=C1F)N1CCN(CC1)C)F